Tetrahydro-2H-pyran-4-yl (8-amino-7-fluoro-6-(2,2,7-trimethyl-2,3-dihydro-1H-pyrrolo[3,2-b]pyridin-6-yl)isoquinolin-3-yl)carbamate NC=1C(=C(C=C2C=C(N=CC12)NC(OC1CCOCC1)=O)C=1C(=C2C(=NC1)CC(N2)(C)C)C)F